C(CCC)[Si](C1=CC=C(C=C1)P(N(P(C1=CC=C(C=C1)[Si](CCCC)(CCCC)CCCC)C1=CC=CC2=C1OC1=C2C=CC=C1)CCCC)C1=CC=C(C=C1)[Si](CCCC)(CCCC)CCCC)(CCCC)CCCC N-(bis(4-(tributylsilyl)phenyl)phosphaneyl)-N-butyl-1-(dibenzo[b,d]furan-4-yl)-1-(4-(tributylsilyl)phenyl)phosphanamine